O=CCC1CC[C@H](N1C(=O)O)C(=O)O (2S)-5-(2-oxoethyl)pyrrolidine-1,2-dicarboxylic acid